4-(((5'-chloro-2'-((1-(3-(2,4-dioxotetrahydropyrimidin-1(2H)-yl)benzyl)piperidin-4-yl)amino)-[2,4'-bipyridyl]-6-yl)amino)methyl)tetrahydro-2H-pyran-4-carbonitrile ClC=1C(=CC(=NC1)NC1CCN(CC1)CC1=CC(=CC=C1)N1C(NC(CC1)=O)=O)C1=NC(=CC=C1)NCC1(CCOCC1)C#N